5-(1-((tert-butyldimethylsilyl)oxy)cyclopropyl)-2-chloropyridine [Si](C)(C)(C(C)(C)C)OC1(CC1)C=1C=CC(=NC1)Cl